Neodymium (2,2-dibutyl decanoate) C(CCC)C(C(=O)[O-])(CCCCCCCC)CCCC.[Nd+3].C(CCC)C(C(=O)[O-])(CCCCCCCC)CCCC.C(CCC)C(C(=O)[O-])(CCCCCCCC)CCCC